BrC=1SC(=C(N1)C(=O)N[C@H](C(=O)NC=1C(N(C=CC1)CC(=O)NC1C2CC3CC(CC1C3)C2)=O)CCC(C(=O)NC)=O)C (S)-2-(2-bromo-5-methylthiazole-4-carboxamido)-N1-(1-(2-(2-adamantylamino)-2-oxoethyl)-2-oxo-1,2-dihydropyridin-3-yl)-N6-methyl-5-oxohexanediamide